benzyl (1-(3-aminopropanoyl)piperidin-4-yl)carbamate NCCC(=O)N1CCC(CC1)NC(OCC1=CC=CC=C1)=O